[3-(3-bromophenyl)oxetan-3-yl](4-methyl-5-sulfanyl-4H-1,2,4-triazol-3-yl)methanol BrC=1C=C(C=CC1)C1(COC1)C(O)C1=NN=C(N1C)S